(1R,3aR,6aS)-N-((S)-4-hydroxy-3-oxo-1-((R)-2-oxopyrrolidin-3-yl)butan-2-yl)-2-(4-methoxy-1H-indole-2-carbonyl)octahydrocyclopenta[c]pyrrole-1-carboxamide OCC([C@H](C[C@@H]1C(NCC1)=O)NC(=O)[C@@H]1N(C[C@H]2[C@@H]1CCC2)C(=O)C=2NC1=CC=CC(=C1C2)OC)=O